ClC1=C2C(=C(N=N1)N[C@H]1CN(CCC1)C)CCC2 (R)-4-chloro-N-(1-methylpiperidin-3-yl)-6,7-dihydro-5H-cyclopenta[d]pyridazin-1-amine